tert-butyl (3S)-3-[[8-carbamoyl-6-(4-[[(3S)-3-fluoropyrrolidin-1-yl] methyl]phenyl)pyrido[3,2-d]pyrimidin-4-yl]amino]piperidine-1-carboxylate C(N)(=O)C1=CC(=NC2=C1N=CN=C2N[C@@H]2CN(CCC2)C(=O)OC(C)(C)C)C2=CC=C(C=C2)CN2C[C@H](CC2)F